1-(7-((2,3-dihydrobenzofuran-6-yl)oxy)-2-methylbenzofuran-3-yl)-N-(4-methoxybenzyl)-N-methyl-methylamine O1CCC2=C1C=C(C=C2)OC2=CC=CC=1C(=C(OC12)C)CN(C)CC1=CC=C(C=C1)OC